O=C1NC(CCC1N1C(N(C2=C1C=CC=C2C=2CCN(CC2)C(=O)OC(C)(C)C)C)=O)=O tert-butyl 4-(1-(2,6-dioxopiperidin-3-yl)-3-methyl-2-oxo-2,3-dihydro-1H-benzo[d]imidazol-4-yl)-3,6-dihydropyridine-1(2H)-carboxylate